(3S)-3-methylpiperazine-1-carboxylic acid tert-butyl ester C(C)(C)(C)OC(=O)N1C[C@@H](NCC1)C